Cl.C12CC(CC(CC1)N2)OC2=CC=C1C=C(C(OC1=C2)=O)OC exo-7-[(8-azabicyclo[3.2.1]octan-3-yl)oxy]-3-methoxy-chromen-2-one hydrochloride